Methyl 4-bromo-5-cyclopropoxy-2-nitrobenzoate BrC1=CC(=C(C(=O)OC)C=C1OC1CC1)[N+](=O)[O-]